tert-butyl (3S,4R)-4-[(1S)-1-aminoethyl]-3-fluoropiperidine-1-carboxylate N[C@@H](C)[C@@H]1[C@@H](CN(CC1)C(=O)OC(C)(C)C)F